CN([C@H]1CN(CC1)C1=C(C=C(C(=N1)OC)NC(C)=O)[N+](=O)[O-])C (R)-N-(6-(3-(dimethylamino)pyrrolidin-1-yl)-2-methoxy-5-nitropyridin-3-yl)acetamide